COCCNC(=O)N1CCN(CC1)C1=NC(=NC(=C1)N1C(CCC1)C)NC1=CC2=C(C=N1)C=NN2C(C)C N-(2-methoxyethyl)-4-[6-(2-methylpyrrolidin-1-yl)-2-{[1-(propan-2-yl)-1H-pyrazolo[4,3-c]pyridin-6-yl]amino}pyrimidin-4-yl]piperazine-1-carboxamide